5-(6-Azaspiro[2.5]oct-6-yl)isoindoline-2-carboxylic acid tert-butyl ester C(C)(C)(C)OC(=O)N1CC2=CC=C(C=C2C1)N1CCC2(CC2)CC1